3-(2-Oxo-7-(piperazin-1-yl)benzo[d]oxazol-3(2H)-yl)piperidine-2,6-dione tert-Butyl-4-(3-(2,6-dioxopiperidin-3-yl)-2-oxo-2,3-dihydrobenzo[d]oxazol-7-yl)piperazine-1-carboxylate C(C)(C)(C)OC(=O)N1CCN(CC1)C1=CC=CC=2N(C(OC21)=O)C2C(NC(CC2)=O)=O.O=C2OC1=C(N2C2C(NC(CC2)=O)=O)C=CC=C1N1CCNCC1